3-(4-chlorophenyl)-5-hydroxy-indole ClC1=CC=C(C=C1)C1=CNC2=CC=C(C=C12)O